NCC(C[Si](OCCCCCCCCCCCCCCCCCC)(OCCCCCCCCCCCCCCCCCC)OCCCCCCCCCCCCCCCCCC)C 3-Amino-2-methyl-propyl(trioctadecanoxysilan)